1-(5-(4-amino-7-cyclopropyl-7H-pyrrolo[2,3-d]pyrimidin-5-yl)-4-fluoroindolin-1-yl)-2-(2-((4-methylpiperazin-1-yl)methyl)-5-(trifluoro-methyl)phenyl)ethan-1-one NC=1C2=C(N=CN1)N(C=C2C=2C(=C1CCN(C1=CC2)C(CC2=C(C=CC(=C2)C(F)(F)F)CN2CCN(CC2)C)=O)F)C2CC2